(S)-2-((4-(6-((5-acetyl-3-chlorothiophen-2-yl)methoxy)pyridin-2-yl)piperidin-1-yl)methyl)-1-(oxetan-2-ylmethyl)-1H-benzo[d]imidazole-6-carboxylic acid C(C)(=O)C1=CC(=C(S1)COC1=CC=CC(=N1)C1CCN(CC1)CC1=NC2=C(N1C[C@H]1OCC1)C=C(C=C2)C(=O)O)Cl